(S)-2-hydroxy-6-((4-(2-(2-hydroxyethyl)-nicotinoyl)morpholin-3-yl)methoxy)benzaldehyde OC1=C(C=O)C(=CC=C1)OC[C@H]1N(CCOC1)C(C1=C(N=CC=C1)CCO)=O